1-[4-(4-chlorophenoxy)-2-trifluoromethylphenyl]-2-[1,2,4]triazol-1-yl-ethanone ClC1=CC=C(OC2=CC(=C(C=C2)C(CN2N=CN=C2)=O)C(F)(F)F)C=C1